9-(5-bromo-1-((2-(trimethylsilyl)ethoxy)methyl)-1H-pyrrolo[2,3-b]pyridin-4-yl)-2,9-diazaspiro[5.5]undecan-1-one BrC=1C(=C2C(=NC1)N(C=C2)COCC[Si](C)(C)C)N2CCC1(CCCNC1=O)CC2